CC1=C(C(NC(=C1)C)=O)CNC(=O)C=1C=2C=NN(C2C=CC1)CC N-((4,6-dimethyl-2-oxo-1,2-dihydropyridin-3-yl)methyl)-1-ethyl-1H-indazole-4-carboxamide